O1CCC1CN oxetan-4-ylmethylamine